CC(C[Si](OC)(OC)OC)C 2-methylpropyl-Trimethoxysilane